FC1=C(OC2=C(C=C(C=C2)NS(=O)(=O)CCC)C2=CC(=[N+](C(=C2)C)[O-])C)C=CC(=C1)F 4-(2-(2,4-difluorophenoxy)-5-(propylsulfonylamino)phenyl)-2,6-dimethylpyridine 1-oxide